3-((4-formyl-6-methoxypyridin-3-yloxy)methyl)picolinate C(=O)C1=C(C=NC(=C1)OC)OCC=1C(=NC=CC1)C(=O)[O-]